ClC1=C(C2=C(OC3=C2N=CN=C3NC3CC3)N=C1C)C 8-chloro-N-cyclopropyl-7,9-dimethyl-pyrido[3',2':4,5]furo[3,2-d]pyrimidin-4-amine